disodium ketoglutarate O=C(C(=O)[O-])CCC(=O)[O-].[Na+].[Na+]